OC1=C(C=NN1C1=NC=C(C(=O)OC(C)(C)C)C=C1)C1=CC(=NC=C1)OC tert-butyl 6-(5-hydroxy-4-(2-methoxypyridin-4-yl)-1H-pyrazol-1-yl)nicotinate